3-fluoro-N-(2-fluoro-3-(3-(2-hydroxyethoxy)quinoxaline-6-carbonyl)phenyl)benzamide FC=1C=C(C(=O)NC2=C(C(=CC=C2)C(=O)C=2C=C3N=C(C=NC3=CC2)OCCO)F)C=CC1